C[C@@H]1O[C@H](CN(C1)CC(=O)NC=1C=C(C(=NC1)C)NC(=O)C=1C=NN2C1SC(=C2)C=2C=NN(C2)C)C N-(5-(2-((2S,6S)-2,6-dimethylmorpholino)acetamido)-2-methylpyridin-3-yl)-2-(1-methyl-1H-pyrazol-4-yl)pyrazolo[5,1-b]thiazole-7-carboxamide